1-(1-(3-bromophenyl)-3-methylcyclobutyl)propan-1-one BrC=1C=C(C=CC1)C1(CC(C1)C)C(CC)=O